C1(=CC=CC=C1)CCC=C(C1=CC=C(C=C1)F)C1=CC=C(C=C1)F 4-phenyl-1,1-bis(p-fluorophenyl)-1-butene